OC1=CC=C(N=N1)NC(=O)N1CCN(CC1)C1=NC=C(C=C1)C(F)(F)F N-(6-hydroxypyridazin-3-yl)-4-(5-(trifluoromethyl)-pyridin-2-yl)piperazine-1-carboxamide